CN1N=CC=2C1=CN=C(C2)N=C(C2=CC=CC=C2)C2=CC=CC=C2 N-(1-methylpyrazolo[5,4-c]pyridin-5-yl)-1,1-diphenyl-methanimine